tin hydrazine NN.[Sn]